FC(C(=O)O)(F)F.NC1=NN2C(N=CC=C2)=C1C(=O)NC(C)C=1C=C(C=2N(C1N1C[C@@H](C[C@@H](C1)O)O)C=NC2)Cl 2-Amino-N-(1-{8-chloro-5-[(3R,5S)-3,5-dihydroxypiperidin-1-yl]imidazo-[1,5-a]pyridin-6-yl}ethyl)pyrazolo-[1,5-a]pyrimidine-3-carboxamide trifluoroacetate salt